1-(6-chloropyridin-3-yl)quinolin-2(1H)-one ClC1=CC=C(C=N1)N1C(C=CC2=CC=CC=C12)=O